C(=C)CCP([O-])=O.[Na+] sodium vinylethylphosphinate